5-(2,4-bis(dimethylamino)benzylidene)-1,3-diethyl-2-thiobarbituric acid CN(C1=C(C=C2C(N(C(N(C2=O)CC)=S)CC)=O)C=CC(=C1)N(C)C)C